BrC1=C(N=C(C=2N1N=CC2)N2CCC1(CC2)C(C=2C(=NC(=CC2)CO[Si](C(C)C)(C(C)C)C(C)C)C1)=O)C 1'-(7-bromo-6-methyl-pyrazolo[1,5-a]pyrazin-4-yl)-2-(triisopropylsilyloxymethyl)spiro[7H-cyclopenta[b]pyridine-6,4'-piperidine]-5-one